(E)-3-(6-amino-pyridin-3-yl)-N-((5-(5-(4,4-difluoro-piperidine-1-carbonyl)pyridin-2-yl)-7-(4-fluoro-phenyl)benzofuran-2-yl)methyl)acrylamide NC1=CC=C(C=N1)/C=C/C(=O)NCC=1OC2=C(C1)C=C(C=C2C2=CC=C(C=C2)F)C2=NC=C(C=C2)C(=O)N2CCC(CC2)(F)F